FC1=C(C=C(C=C1)C=1C=C2C(=NC1)C=NN2CC(=O)O)C 2-(6-(4-fluoro-3-methylphenyl)-1H-pyrazolo[4,3-b]pyridin-1-yl)acetic acid